CC=1C=C(C=CC1N1CCC(CC1)N1CCCC1)C1(NNC(=N1)N)N 3-(3-methyl-4-(4-pyrrolidin-1-ylpiperidin-1-yl)phenyl)-1H-1,2,4-triazole-3,5-diamine